(2R)-N-((R or S)-(3-chloro-2,4-difluoro-phenyl)(6,6-difluoro-spiro[3.3]heptan-2-yl)methyl)-2-methyl-3-oxopiperazine-1-carboxamide ClC=1C(=C(C=CC1F)[C@H](NC(=O)N1[C@@H](C(NCC1)=O)C)C1CC2(C1)CC(C2)(F)F)F |o1:8|